Cl.CC1(NCCC1)CCO 2-(2-Methylpyrrolidin-2-yl)ethane-1-ol hydrochloride